4-((tert-butyldimethylsilyloxy)methyl)-2-(2-hydroxypropan-2-yl)thiazole-5-sulfonyl chloride [Si](C)(C)(C(C)(C)C)OCC=1N=C(SC1S(=O)(=O)Cl)C(C)(C)O